FC1=C(CC2=CC(=NO2)C(=O)O)C=C(C=C1)F 5-(2,5-difluorobenzyl)isoxazole-3-carboxylic acid